ClC=1C=NN(C1CC1N(C(C2=CC=CC=C12)=O)CC1(CC2(C1)OC(NC2)=O)F)C (2s,4s)-2-((1-((4-chloro-1-methyl-1H-pyrazol-5-yl)methyl)-3-oxoisoindolin-2-yl)methyl)-2-fluoro-5-oxa-7-azaspiro[3.4]octan-6-one